C(C1=CC=CC=C1)N(CC)CC1=NN=C(S1)NC(O[C@H]1[C@H](NC[C@@H]1O)CC1=CC=C(C=C1)OC)=O (2R,3S,4S)-4-hydroxy-2-[(4-methoxyphenyl)methyl]pyrrolidin-3-yl N-(5-{[benzyl(ethyl)amino]methyl}-1,3,4-thiadiazol-2-yl)carbamate